CC1(CCCC1)C1=NOC(=C1)NC(CC1=CC(=NO1)C)=O N-(3-(1-methyl-cyclopentyl)isoxazol-5-yl)-2-(3-methylisoxazol-5-yl)acetamide